C(C1=CC=CC=C1)NC(C1=CC(=CC=C1)CN1C(C2=CC=C(C=C2C=C1)C=1C=NNC1)=O)=O N-Benzyl-3-((1-oxo-6-(1H-pyrazol-4-yl)isoquinolin-2(1H)-yl)methyl)benzamide